2-(6-{5-chloro-2-[(oxan-4-yl)amino]pyrimidin-4-yl}-1-oxo-2,3-dihydro-1H-isoindol-2-yl)-N-[(1S)-1-[3-(1,1-difluoroethyl)phenyl]-2-hydroxyethyl]acetamide ClC=1C(=NC(=NC1)NC1CCOCC1)C1=CC=C2CN(C(C2=C1)=O)CC(=O)N[C@H](CO)C1=CC(=CC=C1)C(C)(F)F